C(C1=CC=CC=C1)N1CC(NC2(CC2)C1=O)=O 7-benzyl-4,7-diazaspiro[2.5]octane-5,8-dione